C1(=CC=CC=C1)N1N(C(=NN1C1=CC=CC=C1)C1=CC=CC=C1)Cl 2,3,5-triphenyltetrazolyl chloride